C(CCC)[C@@H]1N[C@H](C2=CC=C(C=C2C1)OC)C12CC(C1)(C2)F (1S,3S)-3-butyl-1-(3-fluorobicyclo[1.1.1]pentan-1-yl)-6-methoxy-1,2,3,4-tetrahydroisoquinoline